1,1,1,3,4,4,4-heptafluoro-3-(trifluoromethyl)butan-2-one FC(C(C(C(F)(F)F)(C(F)(F)F)F)=O)(F)F